C(\C=C\C1=CC=CC=C1)N1CCN(CC1)C(=O)C1=CC(=C(C(=C1)OC)OC)OC [4-[(E)-cinnamyl]piperazin-1-yl]-(3,4,5-trimethoxy-phenyl)methanone